ClC1=CC=C(C=C1)C(C)(C#C)C=1N=C(SC1)NC(C1=C(C=C(C=C1F)N1CCN(CC1)C)F)=O N-(4-(2-(4-chlorophenyl)but-3-yn-2-yl)thiazol-2-yl)-2,6-difluoro-4-(4-methylpiperazin-1-yl)benzamide